COC=1C(=CC2=CN(N=C2C1)[C@H]1[C@@H](CC(CC1)N(C(C)=O)C)C)C(=O)OC methyl 6-methoxy-2-((1r,2r)-2-methyl-4-(N-methylacetamido) cyclohexyl)-2H-indazole-5-carboxylate